5-amino-N-(3-chloro-4-fluorophenyl)-3-(5-hydroxy-5-(1H-imidazol-4-yl)octahydropentalen-2-yl)-1-methyl-1H-pyrazole-4-carboxamide NC1=C(C(=NN1C)C1CC2CC(CC2C1)(C=1N=CNC1)O)C(=O)NC1=CC(=C(C=C1)F)Cl